4-trifluoromethyl-pyridine-2-carboxylic acid {4-chloro-3-[2-(4-methylcarbamoyl-phenylamino)-7,8-dihydro-5H-pyrido[4,3-d]pyrimidin-6-yl]-phenyl}-amide ClC1=C(C=C(C=C1)NC(=O)C1=NC=CC(=C1)C(F)(F)F)N1CC2=C(N=C(N=C2)NC2=CC=C(C=C2)C(NC)=O)CC1